(S)-7-chloro-6-fluoro-1,2,3,4-tetrahydronaphthalen-2-amine phosphoric acid salt P(O)(O)(O)=O.ClC1=C(C=C2CC[C@@H](CC2=C1)N)F